FC=1C(=C(C=C2CCN(CC12)C(=O)NCC1OCCC1)O)N1S(NC(C1)=O)(=O)=O 8-fluoro-6-hydroxy-N-[(oxolan-2-yl)methyl]-7-(1,1,4-trioxo-1λ6,2,5-thiadiazolidin-2-yl)-3,4-dihydroisoquinoline-2(1H)-carboxamide